bis(benzoyl)phosphonium C(C1=CC=CC=C1)(=O)[PH2+]C(C1=CC=CC=C1)=O